CC1=C([C@@H]2CC(CC[C@@]2(CC1)C)(C)C)CC[C@H]3C(=CC[C@@H]4[C@@]3(CC[C@@H](C4(C)C)O)C)C The molecule is a triterpenoid that is (2S)-1,2,3,4,4a,5,8,8a-octahydronaphthalen-2-ol substituted by methyl groups at the 1, 1, 4a, and 6 positions and substituted at position 5 by a 2-[(4aR,8aR)-2,4a,7,7-tetramethyl-3,4,4a,5,6,7,8,8a-octahydronaphthalen-1-yl]ethyl group. It is a triterpenoid, a secondary alcohol and a member of octahydronaphthalenes.